2-(3-hydroxy-3-methylazetidin-1-yl)-4-((4-methoxybenzyl)oxy)-1-((2-(trimethylsilyl)ethoxy)methyl)-1H-pyrrole OC1(CN(C1)C=1N(C=C(C1)OCC1=CC=C(C=C1)OC)COCC[Si](C)(C)C)C